FC=1C=C(C=NC1)N1C(C(=CC=2C(C(CCC12)(C)C)=O)C(=O)N)=O 1-(5-fluoropyridin-3-yl)-6,6-dimethyl-2,5-dioxo-1,2,5,6,7,8-hexahydroquinoline-3-carboxamide